(Z)-4-bromofuran-2-carbaldehyde oxime BrC=1C=C(OC1)\C=N/O